C(C)(C)C1=C(C=CC=C1)C=1C=CC=C2C=NC(=NC12)NC=1C=CC(=C(C1)NC(=O)C1=CC=C(C(=O)OCC)C=C1)C ethyl 4-((5-((8-(2-isopropylphenyl)quinazolin-2-yl)amino)-2-methylphenyl)carbamoyl)benzoate